2-{3-[3-(tert-butylamino)-4-fluoropyrrolidin-1-yl]-1,2,4-triazin-6-yl}-5-(1H-pyrazol-4-yl)phenol C(C)(C)(C)NC1CN(CC1F)C=1N=NC(=CN1)C1=C(C=C(C=C1)C=1C=NNC1)O